(P)-3-bromo-4-((6-fluoropyridin-2-yl)methoxy)-2'-(2-(2-hydroxypropan-2-yl)-5-methylpyrimidin-4-yl)-5',6-dimethyl-2H-[1,4'-bipyridin]-2-one BrC=1C(N(C(=CC1OCC1=NC(=CC=C1)F)C)C1=CC(=NC=C1C)C1=NC(=NC=C1C)C(C)(C)O)=O